C(CCC)C(CCCC)N1C(=O)C2C3C=CC(C2C1=O)C3 N-(1-butylpentyl)-bicyclo[2.2.1]Hept-5-ene-2,3-dicarboximide